(R)-N'-((3,3-dimethyl-1,2,3,5,6,7-hexahydrodicyclopenta[b,e]pyridin-8-yl)carbamoyl)-3-(hydroxymethyl)-1-isopropyl-1H-pyrazole-4-sulfonimidamide CC1(CCC=2C1=NC1=C(C2NC(=O)N=[S@](=O)(N)C=2C(=NN(C2)C(C)C)CO)CCC1)C